BrC1=NN(C(=C1)C(=O)NC=1C(=CC=2N(C1C(=O)NCC)N=CC2)C)C2=NC=CC=C2Cl 6-(3-bromo-1-(3-chloropyridin-2-yl)-1H-pyrazole-5-carboxamido)-N-ethyl-5-methylpyrazolo[1,5-a]pyridine-7-carboxamide